2-isobutylbenzotriazol C(C(C)C)N1N=C2C(=N1)C=CC=C2